CC1=CC=C(C(=O)OC[C@]2(O[C@H](C[C@@H]2OC(C2=CC=C(C=C2)C)=O)N2C3=NC(=NC(=C3N=C2)OC)N)C#C)C=C1 [(2R,3S,5R)-5-(2-amino-6-methoxy-purin-9-yl)-2-ethynyl-3-(4-methylbenzoyl)oxy-tetrahydrofuran-2-yl]methyl 4-methylbenzoate